BrC1=C(C(=C2C(=NC(=NC2=C1F)SC)O)OCC[C@@H]1NCCOC1)Cl (S)-7-bromo-6-chloro-8-fluoro-2-(methylsulfanyl)-5-(2-(morpholin-3-yl)ethoxy)quinazolin-4-ol